N5-ethyl-glutamine C(C)NC(CC[C@H](N)C(=O)O)=O